COC1=CC2=C(N(C(=N2)[S@@](=O)CC2=NC=C(C(=C2C)OC)C)[Mg]N2C(=NC3=C2C=CC(=C3)OC)[S@@](=O)CC3=NC=C(C(=C3C)OC)C)C=C1 bis[5-methoxy-2-[(S)-[(4-methoxy-3,5-dimethyl-2-pyridyl)methyl]sulfinyl]-1H-benzimidazol-1-yl]magnesium